(RS)-fluoro-1-(tetrahydrofuran-2-yl)pyrimidine-2,4(1H,3H)-dione FN1C(N(C=CC1=O)[C@@H]1OCCC1)=O |r|